acetyl((4-(dimethyliminio)pyridin-1(4H)-yl)sulfonyl)amide C(C)(=O)[N-]S(=O)(=O)N1C=CC(C=C1)=[N+](C)C